1-(2-(3-(tert-butyl)benzoyl)-2-azaspiro[3.3]heptan-6-yl)-3-(4-methoxybenzyl)urea C(C)(C)(C)C=1C=C(C(=O)N2CC3(C2)CC(C3)NC(=O)NCC3=CC=C(C=C3)OC)C=CC1